C(C)(C)(C)OC(=O)N1N=CC=2C1=C(N=C(C2)C2=CN=CS2)Br 7-bromo-5-(thiazol-5-yl)-1H-pyrazolo[3,4-C]pyridine-1-carboxylic acid tert-butyl ester